CCCCCCC/C=C\CCCCCCCC(=O)O[C@H](COC(=O)CCCCCCC/C=C\CCCCCC)COP(=O)([O-])OCC[N+](C)(C)C 1-(9Z-hexadecenoyl)-2-(9Z-heptadecenoyl)-glycero-3-phosphocholine